C1(CC1)CN1CC[C@]23CCN(CC[C@]2([C@H]1CC1=CC=C(C=C13)O)O)CCC1=NC3=CC=CC=C3C=C1 (5aS,6R,11bS)-14-(cyclopropylmethyl)-3-(2-(quinolin-2-yl)ethyl)-2,3,4,5,6,7-hexahydro-6,11b-(epiminoethano)naphtho[1,2-d]azepine-5a,10(1H)-diol